ClC=1N=C(C2=C(N1)C=CN2COCC[Si](C)(C)C)OCC2=CC=C(C=C2)C=2N(C=C(N2)C(F)(F)F)C 2-chloro-4-(4-(1-methyl-4-(trifluoromethyl)-1H-imidazol-2-yl)benzyloxy)-5-((2-(trimethylsilyl)ethoxy)methyl)-5H-pyrrolo[3,2-d]pyrimidine